(3S)-1-(2,2-difluoroethyl)pyrrolidin FC(CN1CCCC1)F